ClC1=C(C(=CC=C1)Cl)C1=CC2=C(N=C(N=C2)NC=2C=NC(=CC2)OCCN(CC)CC)N(C1=O)C 6-(2,6-dichlorophenyl)-2-((6-(2-(diethylamino)ethoxy)pyridin-3-yl)amino)-8-methylpyrido[2,3-d]pyrimidin-7(8H)-one